[Tc].NCC(C)(C)C1=C(C)C=CC(=C1)C(CN)(C)C 2,4-bis(amino-t-butyl)toluene Technetium